2,3-Dibromo-6-isopropoxy-5-methylpyridine BrC1=NC(=C(C=C1Br)C)OC(C)C